5-(imidazo[1,2-a]pyrimidin-6-yl)-4-methoxy-N-((4r,7r)-1-oxaspiro[3.5]nonan-7-yl)pyrrolo[2,1-f][1,2,4]triazin-7-d-2-amine N=1C=CN2C1N=CC(=C2)C=2C=C(N1N=C(N=C(C12)OC)NC1CCC2(CCO2)CC1)[2H]